COC=1C(=C2C=CNC2=C(C1)C)CN1[C@H](C[C@H](CC1)CCC(F)(F)F)C1=CC=C(C(=O)O)C=C1 4-((2R,4S)-1-((5-methoxy-7-methyl-1H-indol-4-yl)methyl)-4-(3,3,3-trifluoropropyl)piperidin-2-yl)benzoic acid